{4-{dimethoxy-[4-(4-methoxyphenylthio)phenyl]methyl}phenyl}dimethylsulfonium camphorsulfonate C12(C(=O)CC(CC1)C2(C)C)CS(=O)(=O)[O-].COC(C2=CC=C(C=C2)[S+](C)C)(C2=CC=C(C=C2)SC2=CC=C(C=C2)OC)OC